FC(C(=O)O)(F)F.FC(C(=O)O)(F)F.NCCOCCOCCNC(C[C@H]\1C=2N(C3=C(\C(=N1)\C1=CC=C(C=C1)Cl)C(=C(S3)C)C)C(=NN2)C)=O N-(2-(2-(2-aminoethoxy)ethoxy)ethyl)-2-((6S,Z)-4-(4-chlorophenyl)-2,3,9-trimethyl-6H-thieno[3,2][1,2,4]triazolo[4,3-a][1,4]diazepin-6-yl)acetamide bis(2,2,2-trifluoroacetate)